({[2-methyl-6-(propan-2-yl)phenyl]carbamoyl}oxy)ethanoic acid ethyl ester C(C)OC(COC(NC1=C(C=CC=C1C(C)C)C)=O)=O